5-(4-(3-amino-5-ethynylpyridin-4-yl)-2-chloro-5-fluorobenzamido)-3-chloro-N-neopentylpicolinamide NC=1C=NC=C(C1C1=CC(=C(C(=O)NC=2C=C(C(=NC2)C(=O)NCC(C)(C)C)Cl)C=C1F)Cl)C#C